1-(2-(4-methoxyphenyl)thiazole-4-yl)ethylamine COC1=CC=C(C=C1)C=1SC=C(N1)C(C)N